CSCCN 2-(methylsulfanyl)ethan-1-amine